[N+](=[N-])=CC(CC[C@@H](C(=O)OC(C)(C)C)NC(CNC(CN1CCOCC1)=O)=O)=O tert-butyl (S)-6-diazo-2-(2-(2-morpholinoacetamido) acetamido)-5-oxohexanoate